1-(4-methoxyphenyl)-2-methyl-3-phenylpropan-1-one COC1=CC=C(C=C1)C(C(CC1=CC=CC=C1)C)=O